OC1(CC1)C1=NN(C=N1)C1CC2(CN(C2)C(=O)N2CC3(C2)CC(C3)CN3N=CC(=C3)CC(F)(F)F)C1 [6-[3-(1-hydroxycyclopropyl)-1,2,4-triazol-1-yl]-2-azaspiro[3.3]heptan-2-yl]-[6-[[4-(2,2,2-trifluoroethyl)pyrazol-1-yl]methyl]-2-azaspiro[3.3]heptan-2-yl]methanone